FC=1C=CC(=NC1)C1(CCOC2(C1)CCOCC2)CCN[C@H]2CCC1=C(C=CC=C21)C (1S)-N-(2-(4-(5-fluoropyridin-2-yl)-1,9-dioxaspiro[5.5]undecan-4-yl)ethyl)-4-methyl-2,3-dihydro-1H-inden-1-amine